BrC=1C=CC2=C(N(C(=N2)C2=CC(=C(C=C2)OC)OC)C)C1 6-bromo-2-(3,4-dimethoxyphenyl)-1-methyl-1H-benzo[d]imidazole